O1-benzyl O2-methyl (2S,4S)-4-[[6-chloro-4-(oxetan-3-yl)-2-pyridyl]amino]pyrrolidine-1,2-dicarboxylate ClC1=CC(=CC(=N1)N[C@H]1C[C@H](N(C1)C(=O)OCC1=CC=CC=C1)C(=O)OC)C1COC1